COC(COC)C=1C(=C(C#N)C(=CC1)F)OC 3-(1,2-Dimethoxyethyl)-6-fluoro-2-methoxy-benzonitrile